NC1N(CCCC1F)C(=O)[O-] amino-3-fluoro-piperidine-1-carboxylate